3-Hydroxy-undecanoic acid OC(CC(=O)O)CCCCCCCC